C(O[C@@H](C)N1C([C@@H](CC1)C[C@@H](C(CO)=O)NC([C@@H](NC(=O)C=1NC2=CC=CC(=C2C1)OC)CC(C)C)=O)=O)(OC)=O (1S)-1-{(3S)-3-[(2S)-4-hydroxy-2-({N-[(4-methoxy-1H-indol-2-yl)carbonyl]-L-leucyl}amino)-3-oxobutyl]-2-oxopyrrolidin-1-yl}ethyl methyl carbonate